FC=1C=C(C=CC1C)S 3-fluoro-4-methylthiophenol